(S)-2-(2-(2-(2-(4-(4-chlorophenyl)-2,3,9-trimethyl-6H-thieno[3,2-f][1,2,4]triazolo[4,3-a][1,4]diazepin-6-yl)acetamido)ethoxy)ethoxy)ethan-1-aminium 2,2,2-trifluoroacetate FC(C(=O)[O-])(F)F.ClC1=CC=C(C=C1)C1=N[C@H](C=2N(C3=C1C(=C(S3)C)C)C(=NN2)C)CC(=O)NCCOCCOCC[NH3+]